tert-butyl ((8-(4-(dimethylcarbamoyl)piperazin-1-yl)-3-(1-ethoxyvinyl)imidazo[1,2-a]pyridin-6-yl)sulfonyl)(1-methylcyclopropyl)carbamate CN(C(=O)N1CCN(CC1)C=1C=2N(C=C(C1)S(=O)(=O)N(C(OC(C)(C)C)=O)C1(CC1)C)C(=CN2)C(=C)OCC)C